C(CCCCC)OC(=O)CC1C2C=CC(C1)C2 5-(n-hexyloxycarbonylmethyl)-bicyclo[2.2.1]Hept-2-ene